N[C@@H]1C2=CC=CC=C2CC12CCN(CC2)C2=NC=1C(=NC=C(N1)SC1=C3C(C(N(C3=CC=C1)C)=O)(F)F)N2 (S)-4-((2-(1-amino-1,3-dihydrospiro[indene-2,4'-piperidin]-1'-yl)-1H-imidazo[4,5-b]pyrazin-5-yl)thio)-3,3-difluoro-1-methylindolin-2-one